1-[(3-Chloropyridin-2-yl)methyl]-5-(3-methoxyphenyl)-1H-pyrazole-3-carboxylic acid methyl ester COC(=O)C1=NN(C(=C1)C1=CC(=CC=C1)OC)CC1=NC=CC=C1Cl